CC1=NN(C(=C1)C)C=1N=C(C2=C(N1)SC=C2)NC2=CC=C(C=C2)C(C)C 2-(3,5-dimethyl-1H-pyrazol-1-yl)-N-(4-isopropylphenyl)thieno[2,3-d]pyrimidin-4-amine